COC(CO)(C)C1=NC(=CC(=N1)N1CCOCC1)N1N=C(C=C1)C=1C=C(C=CC1)C 2-methoxy-2-(4-morpholino-6-(3-(m-tolyl)-1H-pyrazol-1-yl)pyrimidin-2-yl)propan-1-ol